ethyl 4-ethoxy-2-pyrazolo[1,5-a]pyridin-5-yl-thiazole-5-carboxylate C(C)OC=1N=C(SC1C(=O)OCC)C1=CC=2N(C=C1)N=CC2